(S)-3-chloro-4-(difluoromethoxy)-N-(3-(1-((2-ethyl-2H-pyrazolo[3,4-b]pyrazin-6-yl)amino)ethyl)phenyl)benzamide ClC=1C=C(C(=O)NC2=CC(=CC=C2)[C@H](C)NC=2C=NC=3C(N2)=NN(C3)CC)C=CC1OC(F)F